6-chloro-7-(difluoromethyl)-N-[3-fluoro-5-(2-fluoroethoxy)pyridin-2-yl]-1H-indole-3-sulfonamide ClC1=CC=C2C(=CNC2=C1C(F)F)S(=O)(=O)NC1=NC=C(C=C1F)OCCF